(+-)-1,2-dichloroethyl ether Cl[C@H](CCl)O[C@@H](CCl)Cl |r|